C(C=C)(=O)OCCC acryloyl-oxypropane